6-{5-chloro-2-[4-(2-hydroxypropan-2-yl)-1H-1,2,3-triazol-1-yl]phenyl}pyrimidin-4-ol methyl-cis-11,14,17-eicosatrienoate CC(C(=O)OC1=NC=NC(=C1)C1=C(C=CC(=C1)Cl)N1N=NC(=C1)C(C)(C)O)CCCCCCCC\C=C/CC=CCC=CCC